CCCCCCCCCC(CCCCCCC\C=C/CCCCCCCC)OC(CCCN(C)C)=O.C(C)(C)C1=NN(C(C=2N1C=C(C2)C=2C=NN(C2)C)=O)CC(=O)NC2=NC=NC=C2 2-(4-isopropyl-7-(1-methyl-1H-pyrazol-4-yl)-1-oxopyrrolo[1,2-d][1,2,4]triazin-2(1H)-yl)-N-(pyrimidin-4-yl)acetamide (18Z)-heptacos-18-en-10-yl-4-(dimethylamino)butanoate